[Cl-].[Sm+3].[Cl-].[Cl-] Samarium chlorid